NC=1C(=NON1)N1N=NC(=C1)C(=O)N/N=C/C1=CC(=C(C(=C1)O)O)O (E)-1-(4-amino-1,2,5-oxadiazol-3-yl)-N'-(3,4,5-trihydroxybenzylidene)-1H-1,2,3-triazole-4-carbohydrazide